BrC=1C=CC(=NC1)C1=NC=CC=C1C 5'-bromo-3-methyl-2,2'-bipyridine